(4-Chloro-3-methoxy-5-(4,4,5,5-tetramethyl-1,2-oxaborolan-2-yl)phenyl)(phenyl)methanone ClC1=C(C=C(C=C1B1OC(C(C1)(C)C)(C)C)C(=O)C1=CC=CC=C1)OC